BrC=1C=C(C2=C(N(C(N2)=O)C(C)C)C1)F 6-bromo-4-fluoro-1-isopropyl-1,3-dihydro-2H-benzo[d]imidazole-2-one